CNCC(CS)CNC 3-(methylamino)-2-(methylaminomethyl)propane-1-thiol